2-(2,6-dioxopiperidin-3-yl)-5-fluoro-6-(((R)-pyrrolidin-3-yl)methoxy)isoindoline-1,3-dione hydrochloride Cl.O=C1NC(CCC1N1C(C2=CC(=C(C=C2C1=O)F)OC[C@H]1CNCC1)=O)=O